2-((((9H-fluoren-9-yl)methoxy)carbonyl)amino)-N-(carboxymethyl)-N,N-dimethylethan-1-aminium C1=CC=CC=2C3=CC=CC=C3C(C12)COC(=O)NCC[N+](C)(C)CC(=O)O